OC1=C(C(=O)NC[C@H]2NC([C@H](SCC2)C2=CC=C(C=C2)OC2=CC=CC=C2)=O)C=CC=C1 2-hydroxy-N-[[(2R,5S)-3-oxo-2-(4-phenoxyphenyl)-1,4-thiazepan-5-yl]methyl]benzamide